2-(3-chlorophenyl)-2,2-difluoro-1-phenylethyl ((S)-1-(((S)-1-(benzo[d]oxazol-2-yl)-1-oxo-3-((S)-2-oxopyrrolidin-3-yl)propan-2-yl)amino)-1-oxohexan-2-yl)carbamate O1C(=NC2=C1C=CC=C2)C([C@H](C[C@H]2C(NCC2)=O)NC([C@H](CCCC)NC(OC(C(F)(F)C2=CC(=CC=C2)Cl)C2=CC=CC=C2)=O)=O)=O